FC(C1=CC=C(CN2N=CC(=C2)C(=O)N2CC3(CN(C3)C(=O)OC(C)(C)C)C(C2)C(=O)OCC)C=C1)(F)F 2-(tert-butyl) 8-ethyl 6-(1-(4-(trifluoromethyl)benzyl)-1H-pyrazole-4-carbonyl)-2,6-diazaspiro[3.4]octane-2,8-dicarboxylate